ClC1=C(C(=NC=N1)N)C1=CC=C(C=C1)Cl 6-chloro-5-(p-chlorophenyl)-4-pyrimidinylamine